C(C)(C)C=1C=NN2C1N=C(N=C2NCC=2C=CC=[N+](C2)[O-])OC2CCN(CC2)C 5-(((8-isopropyl-2-((1-methylpiperidin-4-yl)oxy)pyrazolo[1,5-a][1,3,5]triazin-4-yl)amino)methyl)pyridine 1-oxide